C(=C)OC1=CC=C(N)C=C1 4-Vinyloxyaniline